N-(adamantan-1-yl)-2-((6-(4-cyanophenyl)-2-(methylthio)pyrimidin-4-yl)oxy)acetamide C12(CC3CC(CC(C1)C3)C2)NC(COC2=NC(=NC(=C2)C2=CC=C(C=C2)C#N)SC)=O